N-(2-((4-bromobenzyl)oxy)-5-nitrobenzyl)-1-methylpiperidin-4-amine BrC1=CC=C(COC2=C(CNC3CCN(CC3)C)C=C(C=C2)[N+](=O)[O-])C=C1